N-(1-(5-chloro-7-fluoro-6-(3-hydroxy-1-naphthalenyl)-2,1-benzothiazol-3-yl)-3-(hydroxymethyl)-3-azetidinyl)-2-propenamide ClC=1C(=C(C=2C(=C(SN2)N2CC(C2)(CO)NC(C=C)=O)C1)F)C1=CC(=CC2=CC=CC=C12)O